3-(4-bromostyryl)-5-(2-fluoro-6-methoxyphenyl)-1H-pyrazolo[3,4-c]pyridine BrC1=CC=C(C=CC2=NNC3=CN=C(C=C32)C3=C(C=CC=C3OC)F)C=C1